3-(1H-Indol-4-yl)-N7-methyl-N5-((1S,2S)-2-methylcyclopropyl)-2,3-dihydrobenzofuran-5,7-dicarboxamide N1C=CC2=C(C=CC=C12)C1COC2=C1C=C(C=C2C(=O)NC)C(=O)N[C@@H]2[C@H](C2)C